(S)-4-(2-amino-3-(4-(4-(tetrahydro-2H-pyran-4-yl)-2-oxopiperazin-1-yl)phenyl)propanamido)-1H-indole N[C@H](C(=O)NC1=C2C=CNC2=CC=C1)CC1=CC=C(C=C1)N1C(CN(CC1)C1CCOCC1)=O